CO[C@H]1CC[C@H](CC1)C1=C(C(=C(C=C1)S(=O)(=O)C1=C(C(=O)N)C=CC=C1)OC)[N+](=O)[O-] (cis-4-methoxycyclohexyl[methoxy]-3-nitrophenylsulfonyl)benzamide